C1(CCCCC1)CC1(CC(CCC1)C)C 1-cyclohexylmethyl-1,3-dimethylcyclohexane